C(C)(C)OC=1C=C(C=NC1)C=1C=C2C=C(NC2=CC1)C1=CC(=NC=C1)C 5-(5-isopropoxypyridin-3-yl)-2-(2-methylpyridin-4-yl)-1H-indole